Cl.C(C(C)C)N iso-butylamine-HCl